N1=C(C=CC=C1)OC1=CC=C(C=C1)C1=CC=CN2C1=NS(CC2)(=O)=O 9-[4-(pyridin-2-yloxy)phenyl]-3,4-dihydropyrido[2,1-c][1,2,4]thiadiazine 2,2-dioxide